[6-(3-cyclopropyl-1,2,4-triazol-1-yl)-2-azaspiro[3.3]heptan-2-yl]-[1-(hydroxymethyl)-4-bicyclo[2.2.2]octanyl]methanone C1(CC1)C1=NN(C=N1)C1CC2(CN(C2)C(=O)C23CCC(CC2)(CC3)CO)C1